FC=1C=C(CN2N=NC(=C2)C2CCN(CC2)C(=O)OC(C)(C)C)C=CC1 tert-butyl 4-(1-(3-fluorobenzyl)-1H-1,2,3-triazol-4-yl)piperidine-1-carboxylate